C(C=C)(=O)NC=1C=C(C=C(C1)OC(F)(F)F)B(O)O (3-acrylamido-5-(trifluoromethoxy)phenyl)boronic acid